(S)-1-(cyanomethyl)-5-(2,2-dimethyltetrahydro-2H-pyran-4-yl)-N-methyl-N-phenyl-1H-indole-2-carboxamide C(#N)CN1C(=CC2=CC(=CC=C12)[C@@H]1CC(OCC1)(C)C)C(=O)N(C1=CC=CC=C1)C